N-[(1s,4s)-4-{[6-chloro-2-(trifluoromethyl)quinolin-4-yl]amino}cyclohexyl]bicyclo[2.2.1]hept-5-ene-2-carboxamide ClC=1C=C2C(=CC(=NC2=CC1)C(F)(F)F)NC1CCC(CC1)NC(=O)C1C2C=CC(C1)C2